FC1=C(CNC(=O)C=2C(C(=C3C(N4C[C@H](CO[C@@H]4CN3C2)C)=O)O)=O)C=CC(=C1)F (3R,9aR)-5-Hydroxy-3-methyl-6,10-dioxo-3,4,6,9,9a,10-hexahydro-2H-1-oxa-4a,8a-diaza-anthracene-7-carboxylic acid 2,4-difluoro-benzylamide